1-((3S)-4-(6-Chloro-7-(2-fluoro-6-hydroxyphenyl)pyrido[2,3-d]pyrimidin-4-yl)-3-methyl-piperazin-1-yl)prop-2-en-1-one ClC1=CC2=C(N=CN=C2N2[C@H](CN(CC2)C(C=C)=O)C)N=C1C1=C(C=CC=C1O)F